5-((2'-(5-chloroisoindolin-2-yl)-[2,4'-bipyrimidin]-4-yl)ethynyl)-1H-indazole ClC=1C=C2CN(CC2=CC1)C1=NC=CC(=N1)C1=NC=CC(=N1)C#CC=1C=C2C=NNC2=CC1